1H-spiro[benzo[e][1,4]oxazepine-5,4'-piperidin]-2(3H)-one N1CCC2(CC1)C1=C(NC(CO2)=O)C=CC=C1